C(C=CCC)(=O)[O-] PENTENOAT